8-[3-[(2-chloro-4-pyridyl)oxy]azetidin-1-yl]-3,4-dimethyl-pyrimido[4',5':4,5]thieno[2,3-c]pyridazine dihydrochloride Cl.Cl.ClC1=NC=CC(=C1)OC1CN(C1)C1=NC=NC2=C1SC=1N=NC(=C(C12)C)C